4-(n-butyl)-4-aza-14,15-dioxo-pentacyclo[9.2.1.11,7.02,6.08,13]-10-pentadecene-3,5-dione C(CCC)N1C(C2C34C5CC(=CCC5C(C2C1=O)C4=O)C3=O)=O